C1(=CC=CC=C1)C=1C=NC2=CC=CC(=C2N1)C(C)=O 1-(3-phenylquinoxalin-5-yl)ethan-1-one